C(CO)(=O)[O-].[Na+] sodium glycolic acid salt